COC1=C(C=CC=C1)C1=CC(=C(C=C1)N1C[C@H](CC1)OC1=NC=C(C=C1)C(F)(F)F)CO (S)-(2'-methoxy-4-(3-(5-(trifluoromethyl)pyridin-2-yloxy)pyrrolidin-1-yl)biphenyl-3-yl)methanol